(methoxycarbonyl)cyclohexane-1-carboxylic acid COC(=O)C1(CCCCC1)C(=O)O